COC1=NN(C=C1C(=O)NC1=NC(=CC=C1)C=1N2C(=NN1)CC[C@@H]2C)C2=NC=CN=C2OC (S)-3-methoxy-1-(3-methoxypyrazin-2-yl)-N-(6-(5-methyl-6,7-dihydro-5H-pyrrolo[2,1-c][1,2,4]triazol-3-yl)pyridin-2-yl)-1H-pyrazole-4-carboxamide